ClC1=C(C=C(C=C1)C=1C2(C3=CC=CC=C3C1)CCC1(CC2)OCCO1)C 2''-(4-chloro-3-methylphenyl)dispiro[[1,3]dioxolane-2,1'-cyclohexane-4',1''-indene]